C(C)OC(=O)CNS(=O)(=O)C1=CC=C(C(=O)O)C=C1 4-[N-(ethoxyformylmethyl)sulfamoyl]Benzoic acid